O/N=C(/N(CC1=CC=C(C=C1)OC)CC1=CC=NN1C(C)C)\N (E)-2-hydroxy-1-((1-isopropyl-1H-pyrazol-5-yl)methyl)-1-(4-methoxybenzyl)guanidine